NC1=NC=2C=CC(=CC2C=2C1=CN(N2)CCOC)C(=O)OC methyl 4-amino-2-(2-methoxyethyl)-2H-pyrazolo[4,3-c]quinoline-8-carboxylate